4-((2R,4s,6S)-2-cyano-7-((5-methoxy-7-methyl-1H-indol-4-yl)methyl)-7-azaspiro[3.5]nonan-6-yl)-N-(2-(3-(trifluoromethyl)azetidin-1-yl)ethyl)benzamide C(#N)C1CC2(C1)C[C@H](N(CC2)CC2=C1C=CNC1=C(C=C2OC)C)C2=CC=C(C(=O)NCCN1CC(C1)C(F)(F)F)C=C2